2-[[4-[4-(4-pyridinyl)-1H-pyrazol-3-yl]phenoxy]methyl]quinoline-3-carboxylic acid N1=CC=C(C=C1)C=1C(=NNC1)C1=CC=C(OCC2=NC3=CC=CC=C3C=C2C(=O)O)C=C1